Butyl isobutyl phthalate C(C=1C(C(=O)OCC(C)C)=CC=CC1)(=O)OCCCC